C(#N)[C@H]1[C@@]2(CNC1)C(NC1=CC=CC=C12)=O (3R,4'S)-4'-cyano-2-oxospiro[indoline-3,3'-pyrrolidine]